C1CCC=2C1=C1C=CC(=CC1=CC2)O 2,3-dihydro-1H-cyclopenta[a]naphthalen-7-ol